NC=1C2=C(N=CN1)N(C(=C2C2=CC(=C(C=C2)OC2=NC=CC=N2)OC)C2CN(CC2)C(C=C)=O)C 1-(3-(4-amino-5-(3-methoxy-4-(pyrimidin-2-yloxy)phenyl)-7-methyl-7H-pyrrolo[2,3-d]pyrimidin-6-yl)pyrrolidin-1-yl)prop-2-en-1-one